(R)-4-fluoro-N-(1-(4-(2-((methylamino)methyl)phenyl)thiophen-2-yl)ethyl)-7-morpholinoisoquinolin-1-amine FC1=CN=C(C2=CC(=CC=C12)N1CCOCC1)N[C@H](C)C=1SC=C(C1)C1=C(C=CC=C1)CNC